C1(CC1)N(S(=O)(=O)N)C N-cyclopropyl-N-methylsulfamide